5-(4-amino-2,6-dichlorophenoxy)-1-(4-fluorobenzyl)pyridin-2(1H)-one NC1=CC(=C(OC=2C=CC(N(C2)CC2=CC=C(C=C2)F)=O)C(=C1)Cl)Cl